1-HYDROPEROXY-1H-INDOL O(O)N1C=CC2=CC=CC=C12